ClC=1C=CC=C2C=C(NC12)C(=O)N(C)CC1CC1 7-chloro-N-(cyclopropylmethyl)-N-methyl-1H-indole-2-carboxamide